COC(=O)C1C(C(N(CC1)C1=CC=C(C=C1)N1C(CCCC1)=O)=O)=O 1-(4-(2-oxopiperidin-1-yl)-phenyl)piperidine-2,3-dione-4-carboxylic acid methyl ester